5-(4-(difluoromethoxy)phenyl)-N-(2-((2R,6S)-2,6-dimethylmorpholinyl)pyridin-4-yl)pyridazin-3-amine FC(OC1=CC=C(C=C1)C=1C=C(N=NC1)NC1=CC(=NC=C1)N1C[C@H](O[C@H](C1)C)C)F